C1(=CC(=CC=C1)S(=O)(=O)NC(=O)C=1NC2=CC=C(C=C2C1)OC1=CC=C(C=C1)F)C1=CC=CC=C1 N-([1,1'-biphenyl]-3-ylsulfonyl)-5-(4-fluorophenoxy)-1H-indole-2-carboxamide